S1C(=NC=C1)C(C)(C=1SC=CN1)N1C=CC2=C(C=C(C=C12)C1=CN(C=2C(NC=CC21)=O)C)NS(=O)(=O)CC N-(1-(1,1-di(thiazol-2-yl)ethyl)-6-(1-methyl-7-oxo-6,7-dihydro-1H-pyrrolo[2,3-c]pyridin-3-yl)-1H-indol-4-yl)ethanesulfonamide